methyl 2-(5-((2-chlorobenzyl)oxy)-2-methylpyrazolo[1,5-a]pyridine-3-carboxamido)-3-hydroxy-2-methylpropanoate ClC1=C(COC2=CC=3N(C=C2)N=C(C3C(=O)NC(C(=O)OC)(CO)C)C)C=CC=C1